CN1N=C(C(=C1)C1=NN=C(O1)[C@]1(C(NCC1)=O)C=C)NC1=CC=C(C=C1)C(F)(F)F (R)-3-(5-(1-methyl-3-((4-(trifluoromethyl)phenyl)amino)-1H-pyrazol-4-yl)-1,3,4-oxadiazol-2-yl)-3-vinylpyrrolidin-2-one